C(C)(C)(C)C1=NN(C(=C1)C(=O)O)CC=1C=NC(=CC1)OC1=CC=CC=C1 3-tert-butyl-1-[(6-phenoxypyridin-3-yl)methyl]-1H-pyrazole-5-carboxylic acid